OCCNC(O[C@@H]1CC[C@H](CC1)C(N(C[C@@H]1CC[C@H](CC1)C1=CC(=C(C=C1)OC)C)C1=NC=CC(=C1)C1=CN=C(S1)C(C)C)=O)=O trans-4-((4-(2-Isopropylthiazol-5-yl)pyridin-2-yl)((trans-4-(4-methoxy-3-methylphenyl)cyclohexyl)methyl)carbamoyl)cyclohexyl (2-hydroxyethyl)carbamate